2,6-bis(1H-benzo[d]imidazole-2-yl)pyridine N1C(=NC2=C1C=CC=C2)C2=NC(=CC=C2)C2=NC1=C(N2)C=CC=C1